hydroxy-N-valyl-carbamoyl-adenosine tert-butyl-4-(((tert-butyldimethylsilyl)oxy)methyl)-5-(2,2-difluorocyclopropyl)-7-methyl-1H-indole-1-carboxylate C(C)(C)(C)C=1N(C2=C(C=C(C(=C2C1)CO[Si](C)(C)C(C)(C)C)C1C(C1)(F)F)C)C(=O)OC[C@@H]1[C@H](C([C@@](O1)(N1C=NC=2C(NC([C@@H](N)C(C)C)=O)=NC=NC12)C(N)=O)(O)O)O